O(CCC)C(C(=O)O)C.BrC=1C=C2C=C(C=NC2=C(C1)F)C(C)(C)NC(C)=O N-(2-(6-bromo-8-fluoroquinolin-3-yl)propan-2-yl)acetamide propoxylpropanoate